tert-Butyl [(1-butyl-5-oxo-4,5-dihydro-1H-pyrazol-3-yl)-methyl]methylcarbamate C(CCC)N1N=C(CC1=O)CN(C(OC(C)(C)C)=O)C